(3aS,4S,6R,6aR)-2,2-dimethyl-6-[1-(oxan-2-yl)pyrazol-4-yl]-tetrahydro-3aH-cyclopenta[d][1,3]dioxol-4-ol CC1(O[C@@H]2[C@H](O1)[C@H](C[C@@H]2O)C=2C=NN(C2)C2OCCCC2)C